8-[(2,5-Dioxopyrrolidin-1-yl)oxy]-N-(2-{[α-D-mannopyranosyl-(1→3)-[α-D-mannopyranosyl-(1→6)]-2-deoxy-2-fluoro-β-D-glucopyranosyl]oxy}ethyl)-8-oxo-octanamide O=C1N(C(CC1)=O)OC(CCCCCCC(=O)NCCO[C@H]1[C@@H]([C@@H](O[C@@H]2[C@@H](O)[C@@H](O)[C@H](O)[C@H](O2)CO)[C@H](O)[C@H](O1)CO[C@@H]1[C@@H](O)[C@@H](O)[C@H](O)[C@H](O1)CO)F)=O